O-(2-hydroxyisobutyl)-3-O-butylascorbic acid OC(COC=1C(=O)O[C@@H](C1OCCCC)[C@@H](O)CO)(C)C